methyl 3-([1-methyl-4-[1-methyl-4-(3-[[1-methyl-4-(1-methylimidazole-2-amido)imidazol-2-yl]formamido]propanamido)imidazole-2-amido]imidazol-2-yl]formamido)propanoate CN1C(=NC(=C1)NC(=O)C=1N(C=C(N1)NC(CCNC(=O)C=1N(C=C(N1)NC(=O)C=1N(C=CN1)C)C)=O)C)C(=O)NCCC(=O)OC